FC1(CCN(CC1)C(=O)N1CC2=CC=CC=C2CC1)F 2-(4,4-difluoropiperidine-1-carbonyl)-1,2,3,4-tetrahydroisoquinolin